1-methyl-2-oxabicyclo[2.1.1]hexan-4-amine CC12OCC(C1)(C2)N